[C@H]12OC[C@H](N(C1)C1=NC=3N(C=C1)N=CC3C(=O)NC3=C(C=C(C=C3)N3CCC(CC3)CO)Cl)C2 5-((1R,4R)-2-oxa-5-azabicyclo[2.2.1]heptane-5-yl)-N-(2-chloro-4-(4-(hydroxymethyl)piperidin-1-yl)phenyl)pyrazolo[1,5-a]pyrimidine-3-carboxamide